Cl.FC=1C=CC=C2C(=CC=NC12)N[C@H]1CNCC1 (R)-8-fluoro-N-(pyrrolidin-3-yl)quinolin-4-amine hydrochloride